C(#N)C1=CNC=2N=CN=C(C21)N2CC(C2)OC=2C=C(C(=O)NC=1C=NC=C(C1)C(F)(F)F)C=CC2C 3-((1-(5-cyano-7H-pyrrolo[2,3-d]pyrimidin-4-yl)azetidin-3-yl)oxy)-4-methyl-N-(5-(trifluoromethyl)pyridin-3-yl)benzamide